5-(2-oxocyclopentyl)pent-3-en-2-yl methanesulfonate CS(=O)(=O)OC(C)C=CCC1C(CCC1)=O